3-(3-(Aminomethyl)-5-fluoropyridin-2-yl)piperidine-2,6-dione NCC=1C(=NC=C(C1)F)C1C(NC(CC1)=O)=O